1,3-dichlorohexylcarbodiimide ClC(CC(CCC)Cl)N=C=N